5,8-dichloro-2-(trifluoromethyl)pyrido[2,3-d]pyridazine ClC1=C2C(=C(N=N1)Cl)N=C(C=C2)C(F)(F)F